6-(Azetidin-1-yl)-4-fluoro-N-(2-methylquinoline-8-sulfonyl)-1-benzofuran-2-carboxamide N1(CCC1)C1=CC2=C(C=C(O2)C(=O)NS(=O)(=O)C=2C=CC=C3C=CC(=NC23)C)C(=C1)F